methyl 2-(2-(2-(((2R,3R,4S,5R)-3,4,5,6-tetrakis(benzyloxy)tetrahydro-2H-pyran-2-yl)methoxy)acetamido)acetamido)acetate C(C1=CC=CC=C1)O[C@@H]1[C@H](OC([C@@H]([C@H]1OCC1=CC=CC=C1)OCC1=CC=CC=C1)OCC1=CC=CC=C1)COCC(=O)NCC(=O)NCC(=O)OC